3-bromo-4-iodoperfluorobutene BrC(C(=C(F)F)F)(C(I)(F)F)F